N1C(NC(C=C1)=O)=O Pyrimidindione